8'-methyl-7'-((2-morpholinoethyl)amino)-1',1'-dioxido-2,3,5,6-tetrahydrospiro[pyran-4,4'-pyrido[2,3-b][1,4,5]oxathiazepin] CC1=CC2=C(OC3(C=NS2(=O)=O)CCOCC3)N=C1NCCN1CCOCC1